OC(CN(C(C=C)=O)CCC1=CC2=CC=CC=C2C=C1)C=1C=NC=CC1 N-[2-hydroxy-2-(3-pyridyl)ethyl]-N-[2-(2-naphthyl)ethyl]propenamide